4,5-dimethoxy-1-[(methylamino)methyl]benzocyclobutane COC1=CC2=C(C(C2)CNC)C=C1OC